2-(4-isopropylphenyl)-3-(piperazin-1-ylmethyl)imidazo[1,2-a]pyridine dihydrochloride Cl.Cl.C(C)(C)C1=CC=C(C=C1)C=1N=C2N(C=CC=C2)C1CN1CCNCC1